6-bromo-1',2',3',6'-tetrahydro-2,4'-bipyridine BrC1=CC=CC(=N1)C=1CCNCC1